F[P-](F)(F)(F)(F)F.C(CCCC)[N+]1=CN(C2=C1C=CC=C2)CCCCC 1,3-Dipentylbenzimidazolium hexafluorophosphate